CS(=O)(=O)OCCN1CCSCC1 2-thiomorpholinoethyl methanesulfonate